C(C)(C)[C@H]1CO[C@@]23CCN(C[C@H]3CCC(N21)=O)C(CC2=CC=CC=C2)=O (3S,7aR,11aR)-3-isopropyl-9-(2-phenylacetyl)-2,3,6,7,7a,8,10,11-octahydrooxazolo[2,3-j][1,6]naphthyridin-5-one